C(C)(C)(C)OC(=O)N1CC2(C1)C(CCN(C2)CCC#CC2=CC1=C(N(C(N1C)=O)C1C(NC(CC1)=O)=O)C=C2)=O 8-{4-[1-(2,6-dioxopiperidin-3-yl)-3-methyl-2-oxo-1,3-benzodiazol-5-yl]but-3-yn-1-yl}-5-oxo-2,8-diazaspiro[3.5]nonane-2-carboxylic acid tert-butyl ester